C(CC)OC(=S)[C@H](O)[C@@H](O)[C@H](O)[C@H](O)CO propoxythio-D-glucose